2,4-dichloro-7-(3-methylbenzyl)-6,7-dihydro-5H-pyrrolo[2,3-d]pyrimidine ClC=1N=C(C2=C(N1)N(CC2)CC2=CC(=CC=C2)C)Cl